FC(C1=NN=C(O1)C1=CC(=C(CN2N=NC(=C2)C=2C=C3CCN(CC3=CC2)C2CN(C2)C(=O)OC(C)(C)C)C=C1)F)F tert-butyl 3-(6-(1-(4-(5-(difluoromethyl)-1,3,4-oxadiazol-2-yl)-2-fluorobenzyl)-1H-1,2,3-triazol-4-yl)-3,4-dihydroisoquinolin-2(1H)-yl)azetidin-1-carboxylate